2-(1-(6-fluoro-8-(methylamino)-2-((2-methylpyrimidin-5-yl)oxy)-9H-pyrimido[4,5-b]indol-4-yl)azetidin-3-ylidene)propan-1-ol FC=1C=C2C3=C(NC2=C(C1)NC)N=C(N=C3N3CC(C3)=C(CO)C)OC=3C=NC(=NC3)C